NC=1C(=C(C(=C(C1[N+](=O)[O-])N)[N+](=O)[O-])O)[N+](=O)[O-] 3,5-diamino-2,4,6-trinitrophenol